di(alpha-ethylhexyl)orthophosphoric acid C(C)C(CCCCC)OP(OC(CCCCC)CC)(O)=O